N-PHENYL-ALPHA-NAPhTHYLAMINE C1(=CC=CC=C1)NC1=CC=CC2=CC=CC=C12